tert-butyl (2R,4R)-4-[2-(2,6-dioxo-3-piperidyl)-1-oxo-isoindolin-5-yl]oxy-2-methyl-piperidine-1-carboxylate O=C1NC(CCC1N1C(C2=CC=C(C=C2C1)O[C@H]1C[C@H](N(CC1)C(=O)OC(C)(C)C)C)=O)=O